3-(6-oxo-1'-((3-phenylcyclohexyl)methyl)-6,8-dihydro-2H,7H-spiro[furo[2,3-e]isoindole-3,4'-piperidin]-7-yl)piperidine-2,6-dione O=C1N(CC2=C3C(=CC=C12)C1(CCN(CC1)CC1CC(CCC1)C1=CC=CC=C1)CO3)C3C(NC(CC3)=O)=O